BrC1=C(C=2C3=C(NC2C(=C1)F)CCC3C)F 7-Bromo-5,8-difluoro-1-methyl-1,2,3,4-tetrahydrocyclopenta[b]indole